2-((S)-1-(4-(6-((4-bromo-2-fluorobenzyl)oxy)pyridin-2-yl)piperidin-1-yl)ethyl)-1-(((S)-oxetan-2-yl)methyl)-1H-benzo[d]imidazole-6-carboxylic acid BrC1=CC(=C(COC2=CC=CC(=N2)C2CCN(CC2)[C@@H](C)C2=NC3=C(N2C[C@H]2OCC2)C=C(C=C3)C(=O)O)C=C1)F